tert-butyl 3-(4,4,5,5-tetramethyl-1,3,2-dioxaborolan-2-yl)-1H-pyrazole-1-carboxylate CC1(OB(OC1(C)C)C1=NN(C=C1)C(=O)OC(C)(C)C)C